3-chloro-6-(5-((isobutyl-(methyl)amino)methyl)-1H-tetrazol-1-yl)pyridine ClC=1C=NC(=CC1)N1N=NN=C1CN(C)CC(C)C